4-(dimethylamino)butyryl chloride CN(CCCC(=O)Cl)C